NC1=C(C=C(C=N1)C1=CC=C(C=C1)C(=O)N1C[C@@H](CC1)N)OCC1=C(C(=CC=C1F)F)Cl {4-[6-amino-5-(2-chloro-3,6-difluoro-benzyloxy)-pyridin-3-yl]-phenyl}-[(3R)-3-amino-pyrrolidin-1-yl]-methanone